N-((1r,4r)-4-((4-methoxy-5-(3-methyl-[1,2,4]triazolo[4,3-a]pyridin-6-yl)-7H-pyrrolo[2,3-d]pyrimidin-2-yl)amino)-1-methylcyclohexyl)acetamide COC=1C2=C(N=C(N1)NC1CCC(CC1)(C)NC(C)=O)NC=C2C=2C=CC=1N(C2)C(=NN1)C